CC1=C(C=CC=C1C=1N=C(C(=NC1)C=O)OC)C1=C(C(=CC=C1)B1OC(C(O1)(C)C)(C)C)C 5-(2,2'-dimethyl-3'-(4,4,5,5-tetramethyl-1,3,2-dioxaborolan-2-yl)-[1,1'-biphenyl]-3-yl)-3-methoxypyrazine-2-carbaldehyde